BrC1=C(C=C(C(=O)NC2=C(C=C(C=C2)Br)C)C=C1)F 4-bromo-N-(4-bromo-2-methylphenyl)-3-fluorobenzamide